5-amino-N-(3,4-difluorophenyl)-1H-pyrazole-4-carboxamide NC1=C(C=NN1)C(=O)NC1=CC(=C(C=C1)F)F